2-(2,3-dihydro-1H-inden-2-yl)-N-((1S,2R)-1-hydroxy-1-(5-methoxypyridin-2-yl)-3-(pyrrolidin-1-yl)propan-2-yl)-N-methylacetamide C1C(CC2=CC=CC=C12)CC(=O)N(C)[C@@H]([C@@H](C1=NC=C(C=C1)OC)O)CN1CCCC1